O[C@@H](CN1N=C2C=CC=C(C2=C1)B1OC(C(O1)(C)C)(C)C)C1=CC=C(C=C1)O 4-[(1R)-1-hydroxy-2-[4-(4,4,5,5-tetramethyl-1,3,2-dioxaborolan-2-yl)-2H-indazol-2-yl]ethyl]phenol